dibutylanilinium tetrakis(pentafluorophenyl)borate ethyl-5-(benzyloxy)-6-methoxypyrazine-2-carboxylate C(C)OC(=O)C1=NC(=C(N=C1)OCC1=CC=CC=C1)OC.FC1=C(C(=C(C(=C1[B-](C1=C(C(=C(C(=C1F)F)F)F)F)(C1=C(C(=C(C(=C1F)F)F)F)F)C1=C(C(=C(C(=C1F)F)F)F)F)F)F)F)F.C(CCC)[NH+](C1=CC=CC=C1)CCCC